BrC=1C=CC=2N(C3=CC=C(C=C3SC2C1)Br)C1=CC=C(C=C1)OC 3,7-dibromo-10-(4-methoxyphenyl)-10H-phenothiazine